[N+](=O)([O-])C1=CC=C(C=C1)C(C#N)CC alpha-(p-nitrophenyl)butyronitrile